N1=CN=C(C2=C1NC=1CCCCC21)O 6,7,8,9-tetrahydro-5H-pyrimido[4,5-B]indol-4-ol